(S)-2-((4-(6-((4-acetyl-2-(trifluoromethyl)benzyl)oxy)pyridin-2-yl)piperidin-1-yl)methyl)-1-(oxetan-2-ylmethyl)-1H-benzo[d]imidazole-6-carboxylic acid methyl ester COC(=O)C=1C=CC2=C(N(C(=N2)CN2CCC(CC2)C2=NC(=CC=C2)OCC2=C(C=C(C=C2)C(C)=O)C(F)(F)F)C[C@H]2OCC2)C1